C1(=CC=CC=C1)C1=NC(=NC(=N1)C1=CC=CC=C1)C1=CC=C(C=C1)B(O)O 4-(4,6-diphenyl-1,3,5-triazine-2-yl)phenylboronic acid